2-chloro-6-methoxy-3-(trifluoromethyl)pyridine ClC1=NC(=CC=C1C(F)(F)F)OC